CC1=C(C=C(C=C1)NC(=O)N1C[C@@H](CC1)CC(F)(F)F)C1=CC(=NC(=C1)N1CCOCC1)N1C[C@@H](CC1)NC(OC(C)(C)C)=O tert-butyl N-[(3R)-1-(4-[2-methyl-5-[(3S)-3-(2,2,2-trifluoroethyl)pyrrolidine-1-carbonylamino]phenyl]-6-(morpholin-4-yl)pyridin-2-yl)pyrrolidin-3-yl]carbamate